3-(phenylsulfonyl)thiophene C1(=CC=CC=C1)S(=O)(=O)C1=CSC=C1